1-[3-(4-Chloro-2-methyl-2H-pyrazol-3-yl)-4-methoxyphenyl]-3-(4-chloro-2-trifluoromethyl-phenyl)-urea ClC1=C(N(N=C1)C)C=1C=C(C=CC1OC)NC(=O)NC1=C(C=C(C=C1)Cl)C(F)(F)F